2-(tert-butyl)-6-methyl-N-(3-phenylpropyl)thieno[2,3-d]pyrimidin-4-amine C(C)(C)(C)C=1N=C(C2=C(N1)SC(=C2)C)NCCCC2=CC=CC=C2